C(#N)C1=C(C=CC=C1OC1=CC=2C=3N(C=NC2C=C1)CCCCN3)C(CC)S(=O)(=O)N (2-Cyano-3-((2,3,4,5-tetrahydro-[1,3]diazepino[1,2-c]quinazolin-11-yl)oxy)phenyl)propane-1-sulfonamide